ClC1=C(C=CC(=C1)Cl)C(F)(F)F 2,4-Dichlorobenzotrifluoride